N-((3r,5s)-5-((4H-1,2,4-triazol-4-yl)methyl)-1-cyanopyrrolidin-3-yl)-5-(2-cyclopropyl-5-(trifluoromethoxy)phenyl)-1,3,4-oxadiazole-2-carboxamide N=1N=CN(C1)C[C@@H]1C[C@H](CN1C#N)NC(=O)C=1OC(=NN1)C1=C(C=CC(=C1)OC(F)(F)F)C1CC1